3-((6-chloroimidazo[1,2-b]pyridazin-3-yl)ethynyl)-2-methylbenzoic acid ClC=1C=CC=2N(N1)C(=CN2)C#CC=2C(=C(C(=O)O)C=CC2)C